CC=1N=C(C2=C(NC3=CC=CC=C23)N1)N methyl-4-amino-9H-pyrimido[4,5-b]indole